C1=CC=C2C(=C(C3=CC=CC4=C(C(=C1C2=C34)N)N)N)N pyrene-4,5,9,10-tetraamine